tert-butyl(2-carbamoyl-5-(3-fluoropyridin-4-yl)thiophen-3-yl)carbamate C(C)(C)(C)OC(NC1=C(SC(=C1)C1=C(C=NC=C1)F)C(N)=O)=O